FC1=C(NC2=C(C=CC=C2)F)C=CC=C1 2-fluoro-N-(2-fluorophenyl)aniline